C1(CC1)C1=CN=C2C(=N1)N(N=C2NCC2=NC1=C(N2)C=CC=C1OC)C1CCOCC1 6-cyclopropyl-N-[(4-methoxy-1H-benzimidazol-2-yl)methyl]-1-(oxan-4-yl)-1H-pyrazolo[3,4-b]pyrazin-3-amine